C(C)OC1=C(N)C(=C(C=C1OCC)S)OCC 2,3,6-triethoxy-5-mercaptoaniline